ClC1=C(C(=O)N(C2(CC2)C#N)CC2(C(C2)C(=O)[O-])C(=O)OC(C)(C)C)C=C(C=C1)C=1C=NN(C1)C=1N(N=C(C1C(F)(F)F)C(C(F)(F)F)(F)F)C tert-Butyl [{2-chloro-5-[2'-methyl-5'-(pentafluoroethyl)-4'-(trifluoromethyl)-2'H-[1,3'-bipyrazol]-4-yl]benzoyl}(1-cyanocyclopropyl)amino]methylcyclopropane-1,2-dicarboxylate